CC1=CC=C(C=C1)S(=O)(=O)OC(C([2H])[2H])([2H])[2H] (1,1,2,2-2H4)ethyl 4-methylbenzene-1-sulfonate